Cl.FC1CNCCOC1 6-fluoro-1,4-oxazepane hydrochloride